C(C)(C)(C)N(C(O)=O)C1=NN(C(=C1Br)C1=CC(=C(C=C1)F)F)C1=C(C=CC=C1)F.BrC=1C(=NN(C1C1=CC(=C(C=C1)F)F)C1=C(C=CC=C1)F)N 4-Bromo-5-(3,4-difluorophenyl)-1-(2-fluorophenyl)-1H-pyrazol-3-amin tert-Butyl-[4-bromo-5-(3,4-difluorophenyl)-1-(2-fluorophenyl)-1H-pyrazol-3-yl]carbamat